C(C)(C)(C)OP(=O)(OC(C)(C)C)[O-].[K+].P(=O)(OC(C)Cl)(OC(C)(C)C)OC(C)(C)C 1-chloroethyl di-tert-butyl phosphate Potassium di-tert-butyl-phosphate